4-[(3-chloro-2,4-difluorophenyl) amino]-7-methoxyquinazolin-6-yl (R)-2-methyl-4-acryloylpiperazine-1-carboxylate C[C@H]1N(CCN(C1)C(C=C)=O)C(=O)OC=1C=C2C(=NC=NC2=CC1OC)NC1=C(C(=C(C=C1)F)Cl)F